gold sulfite salt S(=O)([O-])[O-].[Au+3].S(=O)([O-])[O-].S(=O)([O-])[O-].[Au+3]